CC=1C=C(C=CC1C)N1N=C(C=2C=NC=3C=CC(=CC3C21)OC)C=2C=CC(=C(C2)O)OC 5-[1-(3,4-dimethylphenyl)-8-methoxy-1H-pyrazolo[4,3-c]quinolin-3-yl]-2-methoxyphenol